C(C)(C)(C)OC(=O)NCCN1CCN(CC1)CC(=O)O [4-[2-(tert-butoxycarbonylamino)ethyl]piperazin-1-yl]acetic acid